ClC=1C=C(C=C2C(=C(C=NC12)C#N)N[C@H](CC)C1=CC=CC=C1)N[C@H](C=1N=NNC1)C=1C(=NC=CC1)C 8-chloro-6-(((S)-(2-methylpyridin-3-yl)(1H-1,2,3-triazol-4-yl)methyl)amino)-4-(((R)-1-phenylpropyl)amino)quinoline-3-carbonitrile